ClC=1C=C(C=C(C1)Cl)C1=CC(=CC(=C1)C(=O)OC)OC=1C=CC(=NC1)N1CCN(CC1)C(=O)OC(C)(C)C tert-Butyl 4-(5-((3',5'-dichloro-5-(methoxycarbonyl)-[1,1'-biphenyl]-3-yl)oxy)pyridin-2-yl)piperazine-1-carboxylate